CC=1C=CC=C2C(NC(=NC12)CSC1CN(CC1)C)=O 8-methyl-2-(((1-methylpyrrolidin-3-yl)thio)methyl)quinazolin-4(3H)-one